N-(6-(Trifluoromethyl)pyridin-3-yl)-5,6-dihydrobenzo[f]imidazo[1,5-d][1,4]oxazepine-10-carboxamide FC(C1=CC=C(C=N1)NC(=O)C=1C=CC2=C(C=3N(CCO2)C=NC3)C1)(F)F